(phenyl-(carbamoyl)-4,5-dihydrobenzo[b]thieno[2,3-d]oxepin-8-yl)-6-(methoxycarbonyl)picolinic acid C1(=CC=CC=C1)C1=C(SC=2C3=C(OCCC21)C=C(C=C3)C=3C(=NC(=CC3)C(=O)OC)C(=O)O)C(N)=O